F[C@@H](CO)[C@H]1O[C@@H]([C@H]([C@H]([C@@H]1OCC1=CC=CC=C1)OCC1=CC=CC=C1)OCC1=CC=CC=C1)OC (S)-2-fluoro-2-((2S,3S,4S,5S,6S)-3,4,5-tris(benzyloxy)-6-methoxytetrahydro-2H-pyran-2-yl)ethan-1-ol